FC1=C(C=C(C=C1)NC(=O)C1=C(N(C(=C1C)C(C(=O)NC1(CCN(CC1)C(=O)C1=CC=NN1C)C)=O)C)C)C N-(4-fluoro-3-methylphenyl)-1,2,4-trimethyl-5-(2-((4-methyl-1-(1-methyl-1H-pyrazole-5-carbonyl)piperidin-4-yl)amino)-2-oxoacetyl)-1H-pyrrole-3-carboxamide